tert-butyl (3S)-3-carbamimidamidopiperidine-1-carboxylate N(C(=N)N)[C@@H]1CN(CCC1)C(=O)OC(C)(C)C